(2,3-dimethylindazol-6-yl)boronic acid CN1N=C2C=C(C=CC2=C1C)B(O)O